(R)-2-((1-methyl-3-(trifluoromethyl)-1H-pyrazol-5-yl)sulfonyl)-6-(1-(tetrahydro-2H-pyran-4-yl)ethyl)-2,6-diazaspiro[3.3]heptane CN1N=C(C=C1S(=O)(=O)N1CC2(C1)CN(C2)[C@H](C)C2CCOCC2)C(F)(F)F